4-amino-3-chloro-5-fluoro-6-(7-fluoro-1H-indol-6-yl)pyridin NC1=C(C=NC(=C1F)C1=CC=C2C=CNC2=C1F)Cl